tert-butyl (R)-2-aminobutanoate N[C@@H](C(=O)OC(C)(C)C)CC